[Si](C)(C)(C(C)(C)C)C#CC=1C(NC2=CC(=CN=C2C1)CO)=O 3-[2-(tert-butyldimethylsilyl)ethynyl]-7-(hydroxymethyl)-1H-1,5-naphthyridin-2-one